FC(C=1C=C(C=C(C1)B1OC(C(O1)(C)C)(C)C)S(=O)(C1=CC(=CC(=C1)B1OC(C(O1)(C)C)(C)C)C(F)F)=NCC(=O)OC(C)(C)C)F tert-butyl 2-((bis(3-(difluoromethyl)-5-(4,4,5,5-tetramethyl-1,3,2-dioxaborolan-2-yl)phenyl)(oxo)-λ6-sulfanylidene)amino)acetate